FC1=C(C=CC(=C1)[N+](=O)[O-])C=1CCN(CC1)C[C@@H]1CC[C@H](CC1)NC(OC(C)(C)C)=O trans-tert-butyl (4-((4-(2-fluoro-4-nitrophenyl)-3,6-dihydropyridin-1(2H)-yl)methyl)cyclohexyl)carbamate